3-(5-Amino-6-(2-methylthiazol-5-yl)pyrazin-2-yl)-N-(1-(hydroxymethyl)-2-oxabicyclo[2.2.2]octan-4-yl)-4-methylbenzenesulfonamide trifluoroacetate salt FC(C(=O)O)(F)F.NC=1N=CC(=NC1C1=CN=C(S1)C)C=1C=C(C=CC1C)S(=O)(=O)NC12COC(CC1)(CC2)CO